C1C=CCC2=C1OC(=O)O2 trans-1,4-cyclohexadiene carbonate